OCC1N(CC(C(C1O)O)O)CCCC1=CC=C(C=C1)C1=CC=C(C=C1)OC 2-(hydroxymethyl)-1-(3-{4'-methoxy-[1,1'-biphenyl]-4-yl}propyl)piperidine-3,4,5-triol